C1(CC1)C1=C(C(=NO1)C1=C(C=CC=C1)C(F)(F)F)CO[C@H]1[C@@H]2CN[C@H](C1)C2 (1S,4S,5R)-5-([5-cyclopropyl-3-[2-(trifluoromethyl)phenyl]-1,2-oxazol-4-yl]methoxy)-2-azabicyclo[2.2.1]heptane